BrC=1C=C(C=C(C1)C1CC1)C1=C(C=C(C=C1)F)C(=O)N1CC(C1)(F)F [2-(3-bromo-5-cyclopropylphenyl)-5-fluorophenyl]-(3,3-difluoroazetidin-1-yl)methanone